6-(2-methoxybenzyl)-2-azaspiro[3.3]heptane-2-carboxylic acid tert-butyl ester C(C)(C)(C)OC(=O)N1CC2(C1)CC(C2)CC2=C(C=CC=C2)OC